(E)-3-(4-(6-(((1R,3s,5S)-9-azabicyclo[3.3.1]nonan-3-yl)(methyl)amino)pyridazin-3-yl)-3-hydroxyphenyl)-N-methylbut-2-enamide [C@H]12CC(C[C@H](CCC1)N2)N(C2=CC=C(N=N2)C2=C(C=C(C=C2)/C(=C/C(=O)NC)/C)O)C